Cl.CN1N=C2C(=CC(=CC2=C1)C1=CC=C2C(=N1)SC(=N2)N(C2CCNCC2)C)C 5-(2,7-dimethyl-2H-indazol-5-yl)-N-methyl-N-(piperidin-4-yl)[1,3]thiazolo[5,4-b]pyridin-2-amine hydrochloride